3-(1-(4-(8-((2,6-diethoxy-4'-fluoro-[1,1'-biphenyl]-4-yl)methyl)-2-oxo-1-oxa-3,8-diazaspiro[4.5]decan-3-yl)benzoyl)azetidine-3-carboxamido)-N,N,N-trimethylpropan-1-aminium C(C)OC1=C(C(=CC(=C1)CN1CCC2(CN(C(O2)=O)C2=CC=C(C(=O)N3CC(C3)C(=O)NCCC[N+](C)(C)C)C=C2)CC1)OCC)C1=CC=C(C=C1)F